((3-bromo-5-(methylsulfonamidomethyl)-7-(4,4,4-trifluorobutoxy)benzo[b]thiophen-2-yl)difluoromethyl)phosphonic acid BrC=1C2=C(SC1C(F)(F)P(O)(O)=O)C(=CC(=C2)CNS(=O)(=O)C)OCCCC(F)(F)F